N-cyclopropyl-2'-(2-fluorophenyl)-6,6'-difluoro-2,4'-biquinoline-4-amide C1(CC1)NC(=O)C1=CC(=NC2=CC=C(C=C12)F)C1=CC(=NC2=CC=C(C=C12)F)C1=C(C=CC=C1)F